5-chloro-6-(1H-pyrazol-1-yl)-3-aminopyridine ClC=1C=C(C=NC1N1N=CC=C1)N